ClC1=NC=NC(=C1OC)C1=CC=C(C=C1)F 4-chloro-6-(4-fluorophenyl)-5-methoxypyrimidine